ClC1=C(C=C(C=C1)F)[C@H]1NC(C2=C3C(=CC(=C12)NC(C1=CC(=CC(=C1)C(F)(F)F)F)=O)N(C=N3)CC(F)(F)F)=O (S)-N-(6-(2-chloro-5-fluorophenyl)-8-oxo-3-(2,2,2-trifluoroethyl)-3,6,7,8-tetrahydroimidazo[4,5-e]isoindol-5-yl)-3-fluoro-5-(trifluoromethyl)benzamide